2-((4-(ethoxycarbonyl)oxazol-2-yl)methyl)-5-(2H-1,2,3-triazol-2-yl)pyridine 1-oxide C(C)OC(=O)C=1N=C(OC1)CC1=[N+](C=C(C=C1)N1N=CC=N1)[O-]